C(C)(C)(C)C1=C(C=CC(=C1)C)OP(OC1=C(C=C(C=C1)C)C(C)(C)C)OC1=C(C=C(C=C1)C)C(C)(C)C tris(2-t-butyl-4-methylphenyl)phosphite